palladium(II) tetrakis(triphenylphosphine) C1(=CC=CC=C1)P(C1=CC=CC=C1)C1=CC=CC=C1.C1(=CC=CC=C1)P(C1=CC=CC=C1)C1=CC=CC=C1.C1(=CC=CC=C1)P(C1=CC=CC=C1)C1=CC=CC=C1.C1(=CC=CC=C1)P(C1=CC=CC=C1)C1=CC=CC=C1.[Pd+2]